C(C)OCOC1=C(C=CC(=C1)C#C)C1=C(C=C(N=N1)N)C 6-(2-(ethoxymethoxy)-4-ethynylphenyl)-5-methylpyridazine-3-amine